sodium n-octyl phosphate P(=O)(OCCCCCCCC)([O-])[O-].[Na+].[Na+]